C1(CC1)C(=O)C1=NC=C(N=C1)N1[C@@H](C2=C(CC1)NC=N2)C2=NN1C(C(=CC=C1)C(F)(F)F)=C2 (S)-cyclopropyl(5-(4-(4-(trifluoromethyl)pyrazolo[1,5-a]pyridin-2-yl)-1,4,6,7-tetrahydro-5H-imidazo[4,5-c]pyridin-5-yl)pyrazin-2-yl)methanone